C1(CC1)[C@@H]1CN(C[C@@H](O1)C=1C=NN(C1)C1CC1)C1=NC2=NC(=C(N=C2C(=N1)C1=C(C=C(C=C1)F)F)C)C (2R,6S)-2-cyclopropyl-6-(1-cyclopropyl-pyrazol-4-yl)-4-[4-(2,4-difluorophenyl)-6,7-dimethyl-pteridin-2-yl]Morpholine